CN(C1=CC=C(C=C1)C1=CC(=NN1)NC1=C(C=C(C=C1)NC(C)=O)C)C N-(4-((5-(4-(dimethylamino)phenyl)-1H-pyrazol-3-yl)amino)-3-methylphenyl)acetamide